BrC1=CC2=C(N=CS2)C(C1F)C(=O)OC methyl 6-bromo-5-fluoro-4,5-dihydrocyclohexa[1,2-d][1,3]thiazole-4-carboxylate